ethyl 4-[2,6-difluoro-4-(5-hydroxymethyl-thiophen-3-yl)-phenoxy]-butyrate FC1=C(OCCCC(=O)OCC)C(=CC(=C1)C1=CSC(=C1)CO)F